ClC=1C=C(C(=O)NC2[C@H]3CC(C[C@@H]23)(C2=C3C=NNC3=CC(=C2)C(F)(F)F)O)C=CC1 3-chloro-N-((1R,3r,5S,6r)-3-hydroxy-3-(6-(trifluoromethyl)-1H-indazol-4-yl)bicyclo[3.1.0]hexan-6-yl)benzamide